4,4,4-trifluoro-1-[4-(5-methoxy-3-pyridyl)-1-piperidyl]butan-1-one FC(CCC(=O)N1CCC(CC1)C=1C=NC=C(C1)OC)(F)F